C(CC)NC(=S)NC=1C=C2C(=CNC2=CC1)C1CCN(CC1)C(C)CCC N-propyl-N'-(3-(1-(2-pentyl)piperidin-4-yl)-1H-indol-5-yl)thiourea